ethyl 2-(6-fluoropyridin-3-yl)-6,7-dihydro-5H-pyrazolo[5,1-B][1,3]oxazine-3-carboxylate FC1=CC=C(C=N1)C1=NN2C(OCCC2)=C1C(=O)OCC